isobutyl (2-((3-(4-carbamoylphenyl)pyrazolo[1,5-a]pyrimidin-5-yl)amino)ethyl)(methyl)carbamate C(N)(=O)C1=CC=C(C=C1)C=1C=NN2C1N=C(C=C2)NCCN(C(OCC(C)C)=O)C